C(C)(C)(C)OC(CO[C@H]1C[C@@H](NC1)C(=O)O)=O (2R,4S)-4-(2-(tert-butoxy)-2-oxoethoxy)pyrrolidine-2-carboxylic acid